CC(CS(=O)(=O)C1=CC=2N(C=C1)C(=NC2)C(=O)[O-])(C)C 7-(2,2-dimethylpropylsulfonyl)imidazo[1,5-a]pyridine-3-carboxylate